Cl.FC1=C(CN2N=C(C=C2C2=NOC=C2)C(=N)N)C=CC=C1 1-(2-fluorobenzyl)-5-(isoxazol-3-yl)-1H-pyrazole-3-carboxamidine hydrochloride